1-(4-(2-(4-(tert-butyl)-2-ethoxyphenyl)-4,5-bis(4-chlorophenyl)-4,5-dihydro-1H-imidazole-1-carbonyl)piperazin-1-yl)hept-6-yn-1-one C(C)(C)(C)C1=CC(=C(C=C1)C=1N(C(C(N1)C1=CC=C(C=C1)Cl)C1=CC=C(C=C1)Cl)C(=O)N1CCN(CC1)C(CCCCC#C)=O)OCC